1-benzyl-3-(4-nitrophenyl)urea C(C1=CC=CC=C1)NC(=O)NC1=CC=C(C=C1)[N+](=O)[O-]